(R)-2-(4-(benzo[d][1,2,3]thiadiazol-7-yl) phenyl)-2-(3-(2-ethynyl thiazol-4-yl)-ureido)-ethyl carbamate C(N)(OC[C@H](NC(=O)NC=1N=C(SC1)C#C)C1=CC=C(C=C1)C1=CC=CC=2N=NSC21)=O